C(C)(=O)NC=CC(=O)O β-Acetamidoacrylic acid